1-azonia-bicyclo[2.2.2]octane [NH+]12CCC(CC1)CC2